C(CCCCCCC)OC1=C(C=C(C(=O)OC)C=C1)OC Methyl 4-octyloxy-3-methoxybenzoate